CN1N=CC(=C1)NC1=NC=C(C(=N1)NCCC=1C=NC=CC1)C(=O)N 2-[(1-methyl-1H-pyrazol-4-yl)amino]-4-[[2-(pyridin-3-yl)ethyl]amino]pyrimidin-5-carboxamide